2-((4-methylpiperidin-1-yl)methyl)-4-(4-nitrophenyl)pyridine tert-butyl-4-(5-(7-methoxy-2-methylimidazo[1,2-a]pyridine-6-carboxamido)pyrimidin-2-yl)piperazine-1-carboxylate C(C)(C)(C)OC(=O)N1CCN(CC1)C1=NC=C(C=N1)NC(=O)C=1C(=CC=2N(C1)C=C(N2)C)OC.CC2CCN(CC2)CC2=NC=CC(=C2)C2=CC=C(C=C2)[N+](=O)[O-]